5-(1-hydroxy-1-methylethyl)-2-methyl-2-cyclohexen-1-one OC(C)(C)C1CC=C(C(C1)=O)C